N=1C=CN2C1C=C(C=C2)OCC21CCOC(C2)(C1)CN [5-(imidazo[1,2-a]pyridin-7-yloxymethyl)-2-oxabicyclo[3.1.1]heptan-1-yl]methanamine